8-bromo-3-methyl-[1,2,4]triazolo[4,3-a]pyridine BrC=1C=2N(C=CC1)C(=NN2)C